FC1=CC(=CC=2NC(=NC21)C2=CC(=CN2)C(=O)C2=C(C=CC=C2)C(F)(F)F)N2CCC(CC2)[C@@H](C)O (R)-(5-(4-fluoro-6-(4-(1-hydroxyethyl)piperidin-1-yl)-1H-benzo[d]imidazol-2-yl)-1H-pyrrol-3-yl)(2-(trifluoromethyl)phenyl)methanone